FC1(CCC2=C(C=CC=C12)[C@@H](C)NC(=O)C=1C2=C(C(N(C1)C1(CC1)C)=O)C(=CN2)C)F (R)-N-(1-(1,1-difluoro-2,3-dihydro-1H-inden-4-yl)ethyl)-3-methyl-5-(1-methylcyclopropyl)-4-oxo-4,5-dihydro-1H-pyrrolo[3,2-c]pyridine-7-carboxamide